N-(1-benzylpiperidin-4-yl)-N-cyclopropyl-2-[4-(trifluoromethoxy)phenyl]imidazo[1,2-a]pyridine-7-carboxamide C(C1=CC=CC=C1)N1CCC(CC1)N(C(=O)C1=CC=2N(C=C1)C=C(N2)C2=CC=C(C=C2)OC(F)(F)F)C2CC2